5-ethyl-2-(3-ethylsulfanyl-5-hydroxy-2-pyridyl)-3-methyl-6-(trifluoromethyl)imidazo[4,5-c]pyridin-4-one C(C)N1C(C2=C(C=C1C(F)(F)F)N=C(N2C)C2=NC=C(C=C2SCC)O)=O